C[C@@]12CC[C@H]3[C@@H](CC[C@H]4[C@H](C(O[C@@H]([C@@]34OO1)O2)O)C)C (1S,4S,5R,8S,9R,12R,13R)-1,5,9-trimethyl-11,14,15,16-tetraoxatetracyclo[10.3.1.04,13.08,13]hexadecan-10-ol